C1(=CC=CC=C1)C=1C=C(C=CC1)N(C1=CC=CC2=C1OC1=C2C=CC=C1)C1=CC=C(C=C1)B1OC(C(O1)(C)C)(C)C N-(3-phenylphenyl)-N-[4-(4,4,5,5-tetramethyl-1,3,2-dioxaborolan-2-yl)phenyl]dibenzofuran-4-amine